COC=1C=C(C=C(C1OC)OC)NC(=O)C1=NC=CC2=C1NC1=CC=CC=C21 N-(3,4,5-trimethoxyphenyl)-9H-pyrido[3,4-b]indole-1-carboxamide